FC1(CN(CC[C@]1(C(=O)N1CCOC2=C(C1)C=NC=C2C#N)F)C2=NC=C(C=N2)F)F |r| Racemic-4-[3,3,4-trifluoro-1-(5-fluoropyrimidin-2-yl)piperidine-4-carbonyl]-3,5-dihydro-2H-pyrido[3,4-f][1,4]oxazepine-9-carbonitrile